C12(CC3CC(CC(C1)C3)C2)NCC=2N=C(SC2)C(=O)NC=2C=CC=C3C(=NN(C23)C)C2C(NC(CC2)=O)=O 4-(((adamantan-1-yl)amino)methyl)-N-(3-(2,6-dioxopiperidin-3-yl)-1-methyl-1H-indazol-7-yl)thiazole-2-carboxamide